4-[(2,6-difluoro-benzyl)amino]-2-[(1-cyclopropyl-1H-pyrazol-4-yl)amino]pyrimidin-5-carboxamide FC1=C(CNC2=NC(=NC=C2C(=O)N)NC=2C=NN(C2)C2CC2)C(=CC=C1)F